4,6-diacetoxy-1-cyclohexene C(C)(=O)OC1CC=CC(C1)OC(C)=O